FC1=C(C(=CC(=C1OC)F)F)CN (2,4,6-trifluoro-3-methoxy-phenyl)methylamine